COC1=CC=C(N=N1)C(C(=O)OC)(C)C methyl 2-(6-methoxypyridazin-3-yl)-2-methylpropanoate